CN1C(N(C2=C1C=CC(=C2)CN2[C@H]1[C@@H](OCC2)C[C@@H](CC1)NCC=1C=CC=C2C=CC=NC12)C)=O 1,3-Dimethyl-5-(((4aR,7R,8aS)-7-((quinolin-8-ylmethyl)amino)octahydro-4H-benzo[b][1,4]oxazin-4-yl)methyl)-1,3-dihydro-2H-benzo[d]imidazol-2-one